isopropyl myristate (Isostearyl isostearate) C(CCCCCCCCCCCCCCC(C)C)C(C(=O)O)CCCCCCCCCCCCCC(C)C.C(CCCCCCCCCCCCC)(=O)OC(C)C